3-((5-(2,6-dichloro-4-(6-(difluoromethyl)-3,5-dioxo-4,5-dihydro-1,2,4-triazin-2(3H)-yl)phenoxy)-2-hydroxyphenyl)sulfonamido)-N-methylazetidine-1-carboxamide ClC1=C(OC=2C=CC(=C(C2)S(=O)(=O)NC2CN(C2)C(=O)NC)O)C(=CC(=C1)N1N=C(C(NC1=O)=O)C(F)F)Cl